methyl 3-(9-((4-(((tert-butoxycarbonyl)amino)methyl)phenyl)carbamoyl)-4,5-dihydrobenzo[b]thieno[2,3-d]oxepin-8-yl)-6-((1-methylcyclohexyl)carbamoyl)picolinate C(C)(C)(C)OC(=O)NCC1=CC=C(C=C1)NC(=O)C1=CC2=C(OCCC3=C2SC=C3)C=C1C=1C(=NC(=CC1)C(NC1(CCCCC1)C)=O)C(=O)OC